O.O.C([C@@H](O)C)(=O)[O-].[Mg+2].C([C@@H](O)C)(=O)[O-] magnesium L-lactate dihydrate